3-(6-((4-(4-(5,7-dimethoxy-4-oxo-3,4-dihydroquinazolin-2-yl)phenyl)piperazin-1-yl)methyl)-5-fluoro-1-oxoisoindolin-2-yl)piperidine-2,6-dione COC1=C2C(NC(=NC2=CC(=C1)OC)C1=CC=C(C=C1)N1CCN(CC1)CC1=C(C=C2CN(C(C2=C1)=O)C1C(NC(CC1)=O)=O)F)=O